C1(CC1)CNCC=1N=NC(=CC1)OC(F)F 1-cyclopropyl-N-((6-(difluoro-methoxy)pyridazin-3-yl)methyl)-methanamine